ONC=1C2=CC(=CC=C2N2C1NC1=CC=CC=C1C2=O)[N+](=O)[O-] (6Z)-6-(hydroxyamino)-8-nitroindolo[2,1-b]quinazolin-12-one